(S)-5-amino-3-bromo-1-(1,1,1-trifluoropropan-2-yl)-1H-pyrazole-4-carbonitrile NC1=C(C(=NN1[C@H](C(F)(F)F)C)Br)C#N